NCC1=CN=NC=C1 4-Aminomethyl-pyridazin